4,4'-bis(1,3-diisopropyl-2,3-dihydro-1H-benzimidazol-2-yl)-1,1'-biphenyl C(C)(C)N1C(N(C2=C1C=CC=C2)C(C)C)C2=CC=C(C=C2)C2=CC=C(C=C2)C2N(C1=C(N2C(C)C)C=CC=C1)C(C)C